2-(dimethylamino)-1-(4-(6-isopropyl-5-(1-methyl-1H-pyrrolo[2,3-b]pyridin-3-yl)-4H-pyrrolo[3,2-d]thiazol-2-yl)piperidin-1-yl)ethan-1-one CN(CC(=O)N1CCC(CC1)C=1SC2=C(N1)C(=C(N2)C2=CN(C1=NC=CC=C12)C)C(C)C)C